2-[1-[6-Methyl-4-oxo-2-[2-(trifluoromethyl)imidazo[1,2-a]pyridin-6-yl]chromen-8-yl]ethylamino]benzoic acid CC=1C=C2C(C=C(OC2=C(C1)C(C)NC1=C(C(=O)O)C=CC=C1)C=1C=CC=2N(C1)C=C(N2)C(F)(F)F)=O